2-((2S,3S,4R)-3,4-bis((tert-butyldimethylsilyl)oxy)pyrrolidin-2-yl)-6-cyclopropylimidazo[1,2-a]pyridine [Si](C)(C)(C(C)(C)C)O[C@H]1[C@@H](NC[C@H]1O[Si](C)(C)C(C)(C)C)C=1N=C2N(C=C(C=C2)C2CC2)C1